3-[[2-[3-[1,3-benzodioxol-5-yl(methyl)carbamoyl]phenyl]-4-chloro-5-methyl-pyrazol-3-yl]methoxy]benzoic acid O1COC2=C1C=CC(=C2)N(C(=O)C=2C=C(C=CC2)N2N=C(C(=C2COC=2C=C(C(=O)O)C=CC2)Cl)C)C